NC1=NC(=NN2C1=NC=C2CC=2C=C(C(=NC2)N2CCN(CC2)C(CNC)=O)C)N[C@@H](C)CCC (S)-1-(4-(5-((4-amino-2-(pentan-2-ylamino)imidazo[2,1-f][1,2,4]triazin-7-yl)methyl)-3-methylpyridin-2-yl)piperazin-1-yl)-2-(methylamino)ethan-1-one